F[P-](F)(F)(F)(F)F.C[N+]1(CCCC1)CCC 1-Methyl-1-propylpyrrolidinium hexafluorophosphat